rac-cis-4-(4-bromo-1H-pyrazol-1-yl)tetrahydrofuran-3-ol BrC=1C=NN(C1)[C@@H]1[C@@H](COC1)O |r|